C1(CC1)C1=C(C=C(C=C1)NC(=O)N1[C@@H](CCC1)C(=O)NC1=CC=C(C=C1)C1=CC=C(C=C1)C(=O)O)C(F)(F)F |r| 4'-[(1-{[4-cyclopropyl-3-(trifluoromethyl)phenyl]carbamoyl}-DL-prolyl)amino][1,1'-biphenyl]-4-carboxylic acid